N1N=CC=C1CN1C(=NC=2N(C(NC2C1=O)=O)[C@@H]1O[C@@H]([C@H]([C@H]1O)F)CO)N ((1H-pyrazol-5-yl)methyl)-2-amino-9-((2R,3S,4S,5R)-4-fluoro-3-hydroxy-5-(hydroxymethyl)tetrahydrofuran-2-yl)-7,9-dihydro-1H-purine-6,8-dione